C1(=CC=CC=C1)C1=CC(=C(O1)C1=CC=C(C=C1)C)C(=O)OCC ethyl 5-phenyl-2-(p-tolyl)furan-3-carboxylate